6-(3-(2-(1-(3-fluoro-4-methoxyphenyl)cyclopropoxy)acetyl)-3,8-diazabicyclo[3.2.1]octan-8-yl)nicotinonitrile FC=1C=C(C=CC1OC)C1(CC1)OCC(=O)N1CC2CCC(C1)N2C2=NC=C(C#N)C=C2